benzyl (1s,3r,5R,7S)-3-((4-iodo-3-methyl-1H-pyrazol-1-yl)methyl)adamantane-1-carboxylate IC=1C(=NN(C1)CC12CC3(C[C@@H](C[C@H](C1)C3)C2)C(=O)OCC2=CC=CC=C2)C